(1,1-dideutero-2-fluoro-ethoxy)-N,N-bis[(2,4-dimethoxyphenyl)methyl]-4-methoxy-pyrimidin-2-amine [2H]C(CF)(OC=1C(=NC(=NC1)N(CC1=C(C=C(C=C1)OC)OC)CC1=C(C=C(C=C1)OC)OC)OC)[2H]